N[C@@H]1[C@@H](CN(CC1)C1=C(C=NC2=CC=C(C=C12)C=1C(=C(C#N)C=C(C1)F)O)C1=CC(=CC(=C1)F)F)O 3-{4-[cis-4-Amino-3-hydroxypiperidin-1-yl]-3-(3,5-difluorophenyl)chinolin-6-yl}-5-fluoro-2-hydroxybenzonitril